2-ethyl butynoate C(C#CC)(=O)OCC